N-hexanoyl-Tyrosine C(CCCCC)(=O)N[C@@H](CC1=CC=C(C=C1)O)C(=O)O